C(C)(C)N1C(=NN=C1)C1=CC=CC(=N1)N1CC2=CC=C(C=C2C1=O)CCS(=O)(=O)N (2-(6-(4-isopropyl-4H-1,2,4-triazol-3-yl)pyridin-2-yl)-3-oxoisoindol-5-yl)ethylsulfonamide